4-amino-6-((5-cyanopyridin-3-yl)ethynyl)-N-(4-(methoxymethyl)phenyl)-7-(1-methylcyclopropyl)-7H-pyrrolo[2,3-d]pyrimidine-5-carboxamide NC=1C2=C(N=CN1)N(C(=C2C(=O)NC2=CC=C(C=C2)COC)C#CC=2C=NC=C(C2)C#N)C2(CC2)C